ClC=1C=C(C=CC1Cl)N1CCN(CC1)CC=1C=C2C(N(C(C2=CC1)=O)N1C(NC(CC1)=O)=O)=O 5-((4-(3,4-dichlorophenyl)piperazin-1-yl)methyl)-2-(2,4-dioxotetrahydropyrimidine-1(2H)-yl)isoindoline-1,3-dione